The molecule is a 2-hydroxyoctadecanoate that has S configuration. The conjugate base of (S)-2-hydroxystearic acid obtained via deprotonation of the carboxy group; major species at pH 7.3. It is a conjugate base of a (S)-2-hydroxyoctadecanoic acid. It is an enantiomer of a (R)-2-hydroxyoctadecanoate. CCCCCCCCCCCCCCCC[C@@H](C(=O)[O-])O